C(C#C)(=O)OCCCCCCCCCCCCCCCC n-hexadecyl propiolate